P(=O)(OC1=C(C=C(C=C1)Cl)C(NC1=C(C=C(C=C1)[N+](=O)[O-])Cl)=O)(OCC)OCC 4-chloro-2-((2-chloro-4-nitrophenyl)carbamoyl)phenyl diethyl phosphate